1-(4-((3-(3-fluoro-4-methoxy-phenyl)imidazo[1,2-a]pyrazin-8-yl)amino)-2-methylbenzoyl)-N-((3-hydroxy-pyrrolidin-3-yl)methyl)piperidine-4-carboxamide 2,2,2-trifluoroacetate FC(C(=O)O)(F)F.FC=1C=C(C=CC1OC)C1=CN=C2N1C=CN=C2NC2=CC(=C(C(=O)N1CCC(CC1)C(=O)NCC1(CNCC1)O)C=C2)C